FC(C1=NN=C(S1)N1C=NC2=C1C=C(C=C2F)S(=O)(=O)NC2(CC2)C)F 1-(5-(difluoromethyl)-1,3,4-thiadiazol-2-yl)-4-fluoro-N-(1-methylcyclopropyl)-1H-benzo[d]imidazole-6-sulfonamide